ethyl 4-(1-(6-(2-fluoro-4-(methylsulfonyl)phenyl)imidazo[2,1-b][1,3,4]thiadiazol-2-yloxy)ethyl)piperidine-1-carboxylate FC1=C(C=CC(=C1)S(=O)(=O)C)C=1N=C2SC(=NN2C1)OC(C)C1CCN(CC1)C(=O)OCC